(E)-N-(2-(cyclopentyloxy)-5-(4-(4-(4-oxopent-2-enoyl)piperazin-1-yl)quinazolin-6-yl)pyridin-3-yl)-2,4-difluoro-benzene-sulfonamide C1(CCCC1)OC1=NC=C(C=C1NS(=O)(=O)C1=C(C=C(C=C1)F)F)C=1C=C2C(=NC=NC2=CC1)N1CCN(CC1)C(\C=C\C(C)=O)=O